benzyl (3R)-3-amino-3-(4-chlorophenyl)propanoate hydrochloride Cl.N[C@H](CC(=O)OCC1=CC=CC=C1)C1=CC=C(C=C1)Cl